C(C)N1CCC(CC1)C=1N=NC2=CC(=CC(=C2C1)F)C=1C=C(C=2N(N1)C=C(N2)C)CC#N {6-[3-(1-ethylpiperidin-4-yl)-5-fluorocinnolin-7-yl]-2-methylimidazo[1,2-b]pyridazin-8-yl}acetonitrile